4-{7-[(oxetan-3-ylmethyl)amino]-[1,2,4]triazolo[1,5-a]pyridin-5-yl}benzonitrile O1CC(C1)CNC1=CC=2N(C(=C1)C1=CC=C(C#N)C=C1)N=CN2